C1(CCC1)OC1=C(C=CC(=C1F)F)[C@H]1[C@@H](O[C@]([C@H]1C)(C(F)(F)F)C)C(=O)NC1=CC(=NC=C1)C(=O)N 4-((2R,3S,4S,5R)-3-(2-cyclobutoxy-3,4-difluorophenyl)-4,5-dimethyl-5-(trifluoromethyl)tetrahydrofuran-2-carboxamido)picolinamide